C1(CCCCCC1)C(=O)OC[C@H]1O[C@@]([C@@H]([C@@H]1O)O)(C#N)C1=CC=C2C(=NC=NN21)N ((2R,3S,4R,5R)-5-(4-aminopyrrolo[2,1-f][1,2,4]triazin-7-yl)-5-cyano-3,4-dihydroxytetrahydrofuran-2-yl)methyl Cycloheptanecarboxylate